FC(C=1C=C(C(=C(C#N)C1)C)OC1=C(N=CN(C1=O)CC=1C(NC(=CC1)C)=O)C(C(F)F)(F)F)F 5-(difluoromethyl)-2-methyl-3-((1-((6-methyl-2-oxo-1,2-dihydropyridin-3-yl)methyl)-6-oxo-4-(1,1,2,2-tetrafluoroethyl)-1,6-dihydropyrimidin-5-yl)oxy)benzonitrile